[OH-].OC(C(=O)[O-])C.OC(C(=O)[O-])C.[Ti+].[NH4+].[NH4+] diammonium titanium di(2-hydroxypropionate) hydroxide